3-bromo-5-(3-pyridin-2-yl-1H-pyrazol-1-yl)benzonitrile BrC=1C=C(C#N)C=C(C1)N1N=C(C=C1)C1=NC=CC=C1